C1(=CC=CC=C1)C1CC=NN1 5-phenyl-4,5-dihydropyrazole